1-fluoro-3-(2-methoxyethoxy)-2-nitro-benzene FC1=C(C(=CC=C1)OCCOC)[N+](=O)[O-]